O1C(=CC2=C1C=CC=C2)C2=CC=C(O2)S(=O)(=O)NCC2C1(C(NC(N1)=O)=O)CCC2 5-(Benzofuran-2-yl)-N-((2,4-dioxo-1,3-diazaspiro[4.4]nonane-6-yl)methyl)furan-2-sulfonamide